C(C1=CC=CC=C1)OC1=CC=2C=3C(=C4C(=C(C3N(C2C=C1)CC1=CC=C(C=C1)OCCN1CCCC1)C)C=CN=C4)C 9-benzyloxy-5,11-dimethyl-6-(4-(2-(pyrrolidine-1-yl)ethoxy)benzyl)-6H-pyrido[4,3-b]carbazole